3-phenyl-5-((S,3e,5e)-6-phenylhexa-3,5-dien-2-yl)pyridine C1(=CC=CC=C1)C=1C=NC=C(C1)[C@@H](C)\C=C\C=C\C1=CC=CC=C1